C(#N)C1=CC=C(C=C1)C=1N=C(SC1)NN (4-cyanophenyl)-2-hydrazinothiazole